Cl.C1(=CC=C(C=C1)C[C@@H](CO)N)C1=CC=CC=C1 (S)-3-([1,1'-biphenyl]-4-yl)-2-amino-1-propanol hydrochloride